BrC1=C(C=CC=C1)CF 4-bromo-3-fluoromethylbenzene